C(C1=CC=CC=C1)OC1=CC(=CC=2OC(OC(C21)=O)(C)C)OC 5-(benzyloxy)-7-methoxy-2,2-dimethyl-4H-benzo[d][1,3]dioxin-4-one